C(C)N(C(=O)NC1=CC=C2C(=N1)C(=CN2)C2=CCN1CCCCC1CC2)C(C)C N-ethyl-N-isopropyl-N'-(3-(1-azabicyclo[5.4.0]undec-3-en-4-yl)pyrrolo[3,2-b]pyridin-5-yl)urea